(R)-Ethyl 3-(4-((4-carbamoylphenyl)((8-methyl-4-oxochroman-7-yl)oxy)methyl)pyridin-2-yl)propanoate C(N)(=O)C1=CC=C(C=C1)[C@H](C1=CC(=NC=C1)CCC(=O)OCC)OC1=CC=C2C(CCOC2=C1C)=O